6-(4-ethyl-3-(hydroxymethyl)-5-oxo-4,5-dihydro-1H-1,2,4-triazol-1-yl)-7-fluoro-4-isopropyl-2-(1-methoxybutan-2-yl)isoquinolin-1(2H)-one C(C)N1C(=NN(C1=O)C=1C=C2C(=CN(C(C2=CC1F)=O)C(COC)CC)C(C)C)CO